FC1=CC2=C(C(=C(O2)C)C(=O)O)C=C1OCC=1C(=NC=CC1)OC 6-fluoro-5-((2-methoxypyridin-3-yl)methoxy)-2-methylbenzofuran-3-carboxylic acid